NC1=CC=CC(=N1)S(=O)(=O)NC(=O)C=1C(=NC(=CC1)OC(C)C)N1C(C[C@@H](C1)C)(C)C N-[(6-Amino-2-pyridyl)sulfonyl]-6-isopropoxy-2-[(4S)-2,2,4-trimethylpyrrolidin-1-yl]pyridin-3-carboxamid